C[N+](C)(C)C.FC(F)(F)[Te+] trifluoromethyl-tellurium tetramethyl-ammonium salt